ethyl 5-(benzyloxy)-6-methoxy-2-(5-methyl-benzo[d]oxazol-2-yl)-1,2,3,4-tetrahydro-isoquinoline-3-carboxylate C(C1=CC=CC=C1)OC1=C2CC(N(CC2=CC=C1OC)C=1OC2=C(N1)C=C(C=C2)C)C(=O)OCC